2,7-Dibromo-9,9-dibromohexylfluorene BrC(CC1=CC=CC=2C3=CC=C(C=C3C(C12)(Br)Br)Br)CCCC